C1(=CC=CC=C1)C=1C(=C2C(=CC1)N=C1C=CC3=C4C=CC=CC4=NC3=C12)C1=C(C=CC=C1)C=1C(=CC=CC1)C1=CC=CC=C1 phenyl(terphenylyl)indolocarbazole